COC(C1=C(C(=CC=C1F)Br)C)=O 3-bromo-6-fluoro-2-methylbenzoic acid methyl ester